C1(CCCCC1)OC(=O)N1C2CN(CC1CC2)CC2=C(N=C1N2C=CC=C1)C1=CC=C(C=C1)Cl Cyclohexyl-3-{[2-(4-chlorophenyl)imidazo[1,2-a]pyridin-3-yl]methyl}-3,8-diazabicyclo[3.2.1]octan-8-carboxylat